C[C@@H]1[C@H](C2=C([C@H](O1)C)C(=O)C3=C(C=C(C(=C3C2=O)C4=C5[C@@H]([C@H](O[C@@H](C5=C(C6=C4C=C(C=C6O)O)O)C)C)O)O)O)O The molecule is the aglycone of protaphin, a yellow hydroxylated quinoid pigment found in aphids. It is a member of biphenyls, a member of phenols, a benzoisochromanequinone and a member of p-quinones. It is a conjugate acid of a protoaphin aglucone(1-).